C(C)(C)(C)OC(=O)N[C@H]1C[C@H](CCC1)C(=O)NNC1=NC=C(C(=C1)C(=O)OC)Cl Methyl 2-[2-[(1S,3R)-3-(tert-butoxycarbonylamino)cyclohexanecarbonyl]hydrazino]-5-chloro-pyridine-4-carboxylate